[(4-{(1S)-1-[(6-methyl(3-pyridyl))carbonylamino]ethyl}phenyl)amino]-N-[(4-chlorophenyl)methyl]carboxamide CC1=CC=C(C=N1)C(=O)N[C@@H](C)C1=CC=C(C=C1)NC(=O)NCC1=CC=C(C=C1)Cl